6-(2-(1H-Pyrazol-1-yl)cyclobutyl)-4-oxo-1-((S)-1-(6-(trifluoromethyl)pyridin-3-yl)ethyl)-4,5-dihydro-1H-pyrazolo[3,4-d]pyrimidin-3-carbonitril N1(N=CC=C1)C1C(CC1)C=1NC(C2=C(N1)N(N=C2C#N)[C@@H](C)C=2C=NC(=CC2)C(F)(F)F)=O